CC(C(=O)OC1CCC(CC1)OC=1C=CC=C2C=NC(=NC12)NC1=CC=NC2=CC=CC=C12)(OC)OC1=NN(C(=C1)C=1C=NC=C(C1)F)C1=C(C(=CC=C1)Cl)F 4-{[2-(quinolin-4-ylamino)quinazolin-8-yl]oxy}cyclohexanol Methyl-{[1-(3-chloro-2-fluorophenyl)-5-(5-fluoropyridin-3-yl)-1H-pyrazol-3-yl]oxy}(methoxy)acetate